[7-oxo-3-[3-(pyrazol-3-ylcarbamoyl)pyrazol-1-yl]-1,6-diazabicyclo[3.2.1]oct-3-en-6-yl]-sulfat O=C1N(C2C=C(CN1C2)N2N=C(C=C2)C(NC2=NNC=C2)=O)OS(=O)(=O)[O-]